N-2-naphthalenyl-[(3,5-dibromo-2,4-dihydroxyphenyl)methylene]glycinehydrazide C1=C(C=CC2=CC=CC=C12)N(N)C(CN=CC1=C(C(=C(C(=C1)Br)O)Br)O)=O